ClC=1C(=C(C=C(C1)NC(C1=C(C=C(C=C1C)OCCC1=CC=CC=C1)C)=O)CC(=O)O)C1CC1 (3-Chloro-2-cyclopropyl-5-{[2,6-dimethyl-4-(2-phenylethoxy)benzoyl]amino}phenyl)acetic acid